N7-(2-(1H-pyrazol-1-yl)benzyl)-3-isopropyl-N5-(piperidin-4-yl)-1H-pyrazolo[4,3-d]pyrimidine-5,7-diamine N1(N=CC=C1)C1=C(CNC=2C3=C(N=C(N2)NC2CCNCC2)C(=NN3)C(C)C)C=CC=C1